(4-{6-amino-5-[1-(2-trifluoromethyl-phenyl)-ethoxy]-pyridin-3-yl}-phenyl)-[(2R)-2-pyrrolidin-1-ylmethyl-pyrrolidin-1-yl]-methanone NC1=C(C=C(C=N1)C1=CC=C(C=C1)C(=O)N1[C@H](CCC1)CN1CCCC1)OC(C)C1=C(C=CC=C1)C(F)(F)F